CC=1OC2=NC(=CC(=C2N1)C)B1OC(C(O1)(C)C)(C)C 2,7-dimethyl-5-(4,4,5,5-tetramethyl-1,3,2-dioxaborolan-2-yl)oxazolo[5,4-b]pyridine